FC=1C=C(C=CC1)[C@@H]([C@@H]1N([C@@H](CC1)CC1CCOCC1)C(=O)OC(C)(C)C)O tert-Butyl (2R,5S)-2-((S)-(3-fluorophenyl)(hydroxy)methyl)-5-((tetrahydro-2H-pyran-4-yl)methyl)pyrrolidine-1-carboxylate